(S)-(2,3-dihydrobenzo[b][1,4]dioxin-2-yl)methanol (±)-trans-tert-butyl-3-(prop-1-en-2-yloxy)-4-(3-(trifluoromethyl)phenoxy)piperidine-1-carboxylate C(C)(C)(C)C1N(CCC(C1OC(=C)C)OC1=CC(=CC=C1)C(F)(F)F)C(=O)OC[C@@H]1COC2=C(O1)C=CC=C2